CN(C)CCS 2-(N,N-dimethylamino)ethanethiol